1-[4-cyano-3-fluoro-2,6-bis(propan-2-yl)phenyl]-3-[2-methoxy-4-(methylsulfamoyl)benzenesulfonyl]urea C(#N)C1=C(C(=C(C(=C1)C(C)C)NC(=O)NS(=O)(=O)C1=C(C=C(C=C1)S(NC)(=O)=O)OC)C(C)C)F